FC1([C@H](C1)C1=C(C=CC=C1F)[C@@H]1C2=C(NC(=C1C(=O)OC)CF)COC2=O)F |o1:2| methyl (R)-4-(2-((R or S)-2,2-difluorocyclopropyl)-3-fluorophenyl)-2-(fluoromethyl)-5-oxo-1,4,5,7-tetrahydrofuro[3,4-b]pyridine-3-carboxylate